ClC1=CC=C(C=C1)C1=C(C=CC=2C=NSC21)SC(C(=O)O)(C)C 2-[[7-(4-chlorophenyl)benzo[d]isothiazol-6-yl]thio]-2-methylpropanoic acid